C(C)(C)(C)OC(N(CC1=CC=C(C=C1)OC)C1=NC(=C(C=C1)C(C1=CN(C2=NC=C(C=C21)C)[Si](C(C)C)(C(C)C)C(C)C)O)F)=O {6-Fluoro-5-[hydroxy-(5-methyl-1-triisopropylsilanyl-1H-pyrrolo[2,3-b]pyridin-3-yl)methyl]pyridin-2-yl}-(4-methoxybenzyl)carbamic acid tert-butyl ester